4-methyl-5-ethyl-pyridine CC1=CC=NC=C1CC